2-((1s,3s)-3-(trifluoromethoxy)cyclobutoxy)acetic acid FC(OC1CC(C1)OCC(=O)O)(F)F